ClC1=CC=C(C=C1)C1=NN(CC1C1=CC=CC=C1)C(=O)NCCS(=O)(=O)N1CCN(CC1)S(=O)(=O)C1=CC=C(C=C1)Cl 3-(4-chlorophenyl)-N'-((4-chlorophenyl)sulfonyl)-4-phenyl-N-(2-(piperazin-1-ylsulfonyl)ethyl)-4,5-dihydro-1H-pyrazole-1-carboxamide